FC(OC1=C(C=CC=C1)C1=CC=C(O1)C(=O)O)(F)F 5-[2-(TRIFLUOROMETHOXY)PHENYL]-2-FUROIC ACID